tert-butyl 5,5-dimethyl-4-(((trifluoromethyl)sulfonyl)oxy)-5,6-dihydropyridine-1(2H)-carboxylate CC1(C(=CCN(C1)C(=O)OC(C)(C)C)OS(=O)(=O)C(F)(F)F)C